ClC=1C(=C(C=CC1)C1=C(C2=C(CCC1)C=C(C=C2)O)C2=CC=C(C=C2)O[C@@H]2CN(CC2)CCCF)C 6-(3-chloro-2-methyl-phenyl)-5-[4-[(3S)-1-(3-fluoropropyl)pyrrolidin-3-yl]oxyphenyl]-8,9-dihydro-7H-benzo[7]annulen-2-ol